(S)-3,3'-dibromo-4,5,6,4',5',6'-hexamethoxybiphenyl-2,2'-dimethanol BrC1=C(C(=C(C(=C1OC)OC)OC)C=1C(=C(C(=C(C1OC)OC)OC)Br)CO)CO